2-piperazin-1-ylethyl 5-[6-[5-(6-methyl-2-pyridyl)-1H-imidazol-4-yl]-3-quinolyl]pyridine-2-carboxylate CC1=CC=CC(=N1)C1=C(N=CN1)C=1C=C2C=C(C=NC2=CC1)C=1C=CC(=NC1)C(=O)OCCN1CCNCC1